OC1=C(C2=C(OCCO2)C=C1)N1CCN(CC1)O 6-Hydroxy-5-(4-hydroxypiperazin-1-yl)-2,3-dihydro-1,4-benzodioxine